tert-butyl 3,3-difluoro-6-(2-{[4-(methanesulfonylmethyl) phenyl] amino}-5H,6H,7H,8H-pyrido[3,4-d]pyrimidin-7-yl)-7-methyl-1H,2H,3H-pyrrolo[3,2-b]pyridine-1-carboxylate FC1(CN(C=2C1=NC=C(C2C)N2CC=1N=C(N=CC1CC2)NC2=CC=C(C=C2)CS(=O)(=O)C)C(=O)OC(C)(C)C)F